NCCCNCCCO 3-((3-aminopropyl)amino)propane-1-ol